1-(bromomethyl)-2-((phenylsulfonyl)methyl)benzene BrCC1=C(C=CC=C1)CS(=O)(=O)C1=CC=CC=C1